C1(CCCCC1)C1CCCCC1 trans-1,4-bicyclohexyl